(3S,4R)-1-cyclopropylmethyl-4-{[5-(2,4-difluoro-phenyl)-isoxazole-3-carbonyl]-amino}-piperidine-3-carboxylic acid (1-pyrimidin-2-yl-cyclopropyl)-amide N1=C(N=CC=C1)C1(CC1)NC(=O)[C@H]1CN(CC[C@H]1NC(=O)C1=NOC(=C1)C1=C(C=C(C=C1)F)F)CC1CC1